(E)-1-(10-((4-([1,2,4]triazolo[1,5-a]pyridin-7-yloxy)-3-methylphenyl)amino)-2,3-dihydro-4H-[1,4]oxazino[2,3-f]quinazolin-4-yl)-4-((2-methoxyethyl)(methyl)amino)but-2-en-1-one N=1C=NN2C1C=C(C=C2)OC2=C(C=C(C=C2)NC2=NC=NC1=CC=C3C(=C21)OCCN3C(\C=C\CN(C)CCOC)=O)C